6-bromo-4-fluoro-1,3-benzodioxole BrC=1C=C(C2=C(OCO2)C1)F